[7-[(2R,3R,4S,5R)-5-[(R)-4-bicyclo[4.2.0]oct-1,3,5-trienyl-(hydroxy)methyl]-3,4-dihydroxy-tetrahydrofuran-2-yl]pyrrolo[2,3-d]pyrimidin-4-yl]-1,1-dimethyl-urea C12=CC=C(C=C2CC1)[C@H]([C@@H]1[C@H]([C@H]([C@@H](O1)N1C=CC2=C1N=CN=C2NC(N(C)C)=O)O)O)O